[I-].CC(CC[NH3+])(C)C trimethyl-propan-1-aminium iodide